2-amino-N-((2R)-1-(3a-benzyl-2-(difluoromethyl)-3-oxo-2,3,3a,4,6,7-hexahydro-5H-pyrazolo[4,3-c]pyridin-5-yl)-3-(benzyloxy)-1-oxopropan-2-yl)-2-methylpropanamide NC(C(=O)N[C@@H](C(=O)N1CC2(C(CC1)=NN(C2=O)C(F)F)CC2=CC=CC=C2)COCC2=CC=CC=C2)(C)C